BrC=1C=CC(=C(\C=N\[S@](=O)C(C)(C)C)C1)F (R,E)-N-(5-Bromo-2-fluorobenzylidene)-2-methylpropane-2-sulfinamide